(2R)-2-methyl-1-(2-((S)-3-methylmorpholino)pyridin-4-yl)piperidin C[C@H]1N(CCCC1)C1=CC(=NC=C1)N1[C@H](COCC1)C